ClC1=C(C(=C2C(=N1)C=CO2)I)F 5-chloro-6-fluoro-7-iodofuro[3,2-b]pyridine